N-[4-fluoro-5-[2-[rac-(2R,6S)-2,6-dimethylmorpholin-4-yl]pyrimidin-5-yl]-2-[rac-(3S)-3-[ethyl(methyl)amino]pyrrolidin-1-yl]phenyl]-6-oxo-4-(trifluoromethyl)-1H-pyridine-3-carboxamide FC1=CC(=C(C=C1C=1C=NC(=NC1)N1C[C@H](O[C@H](C1)C)C)NC(=O)C1=CNC(C=C1C(F)(F)F)=O)N1C[C@H](CC1)N(C)CC |r|